FC1(CC1)CNCC1=CC(=C2CN(C(C2=C1)=O)C=1C=2N(C=C(C1)C1(CC(C1)C)C1=NN=CN1C)C=CN2)C(F)(F)F 6-((((1-fluorocyclopropyl)methyl)amino)methyl)-2-(6-((1S,3S)-3-methyl-1-(4-methyl-4H-1,2,4-triazol-3-yl)cyclobutyl)imidazo[1,2-a]pyridin-8-yl)-4-(trifluoromethyl)isoindol-1-one